NC1=C(C=C(C=C1)N1CCN(CCC1)C(=O)OC(C)(C)C)OC(F)F tert-butyl 4-(4-amino-3-(difluoromethoxy)phenyl)-1,4-diazepane-1-carboxylate